(Z)-Ethyl 3-((4-bromo-3-methoxyphenyl)amino)but-2-enoate BrC1=C(C=C(C=C1)N\C(=C/C(=O)OCC)\C)OC